ClC1=CC(=CN(C1=O)C)S(=O)(=O)N[C@@H](C(F)(F)F)C1=CC=C(C=C1)Cl (R)-5-chloro-N-(1-(4-chlorophenyl)-2,2,2-trifluoroethyl)-1-methyl-6-oxo-1,6-dihydropyridine-3-sulfonamide